COC(C(CCCCCCCCCCCCCCCCCCCC)O)=O alpha-hydroxybehenic acid methyl ester